N=C(CCCSCCC(=O)OCCCCCCCCCCCC)NC1=CC=C(C=C1)CCCCCCCC dodecyl 3-((4-imino-4-((4-octylphenyl)amino)butyl)thio)propanoate